C1=CS(=O)(=O)NN=C1 thiadiazine 1,1-dioxide